1-[(3S)-3-[4-(3-Chloro-2-fluoro-anilino)quinazolin-6-yl]-3-fluoro-pyrrolidin-1-yl]prop-2-en-1-one ClC=1C(=C(NC2=NC=NC3=CC=C(C=C23)[C@@]2(CN(CC2)C(C=C)=O)F)C=CC1)F